N-(3-Hydroxy-2,6-dimethyl-phenyl)-2-[(1-methylpyrazolo[4,3-b]pyridin-3-yl)amino]thiazole-5-carboxamide OC=1C(=C(C(=CC1)C)NC(=O)C1=CN=C(S1)NC1=NN(C=2C1=NC=CC2)C)C